methyl 3-(5-bromo-6-isopropoxy-2H-indazol-2-yl)butanoate BrC1=CC2=CN(N=C2C=C1OC(C)C)C(CC(=O)OC)C